N-((2S,3S)-1-(tert-butoxycarbonyl)-2-((tosyloxy)methyl)pyrrolidine-3-carbonyl)-N-methyl-L-valine C(C)(C)(C)OC(=O)N1[C@@H]([C@H](CC1)C(=O)N([C@@H](C(C)C)C(=O)O)C)COS(=O)(=O)C1=CC=C(C)C=C1